C1(CC1)C1=C(C(=NO1)CNC1CCC(CC1)(F)F)CC N-((5-Cyclopropyl-4-ethylisoxazol-3-yl)methyl)-4,4-difluorocyclohexan-1-amine